[2H3]acetic anhydride C(C([2H])([2H])[2H])(=O)OC(C([2H])([2H])[2H])=O